4-((2S,6S)-4-acryloyl-6-methylmorpholin-2-yl)-6,6'-dichloro-N-methyl-[2,4'-bipyridine]-2'-carboxamide C(C=C)(=O)N1C[C@@H](O[C@H](C1)C)C1=CC(=NC(=C1)Cl)C1=CC(=NC(=C1)Cl)C(=O)NC